NC1=NC=CC=C1C1=NC=2C(=NC(=CC2)C2CCCC2)N1C1=CC=C(C=C1)CO (4-(2-(2-Aminopyridin-3-yl)-5-cyclopentyl-3H-imidazo[4,5-b]pyridin-3-yl)phenyl)methanol